FC(S(=O)C1=C2C=CNC2=CC(=C1OC=1C=C(C=CC1)C=1NC(=NN1)CC=1C=C(C=CC1)CCC(=O)O)F)F 3-(3-((5-(3-((4-((Difluoromethyl)sulfinyl)-6-fluoro-1H-indol-5-yl)oxy)phenyl)-4H-1,2,4-triazol-3-yl)methyl)phenyl)propanoic acid